BrC=1C=CC=2N(C1)C(=NC2)C(=O)NNC(C(F)F)=O 6-bromo-N'-(2,2-difluoroacetyl)imidazo[1,5-a]pyridine-3-carbohydrazide